ClC=1C=CC=2N(C1)C(=CN2)C2=NC=CC(=N2)N2CC(CCC2)C2=NOC=C2 6-chloro-3-[4-(3-isoxazol-3-yl-piperidin-1-yl)-pyrimidin-2-yl]-imidazo[1,2-a]pyridine